C(C)(=O)OC=1C(=NC=CC1OC)C(N[C@H](C(=O)N(C)C(C)C1=CC=C(C=C1)C1CCCCC1)C)=O 2-(((2S)-1-((1-(4-cyclohexylphenyl)ethyl)(methyl)amino)-1-oxopropan-2-yl)carbamoyl)-4-methoxypyridin-3-yl acetate